C(C1=CC=CC=C1)[C@H]1C(N[C@H](C(N1)=O)CC1=CC=C(C=C1)O)=O (3S,6S)-3-benzyl-6-(4-hydroxybenzyl)piperazine-2,5-dione